BrC=1C=CC(=C(C1)N1C(CC1)C#N)Cl 1-(5-bromo-2-chlorophenyl)azetidine-2-carbonitrile